1-(3-chloro-5'-fluoro-2'-hydroxy-3'-(2-(3-(2-methoxyethyl)piperazin-1-yl)pyridin-4-yl)-[1,1'-biphenyl]-4-yl)-3-methyl-1H-imidazol-2(3H)-one ClC=1C=C(C=CC1N1C(N(C=C1)C)=O)C1=C(C(=CC(=C1)F)C1=CC(=NC=C1)N1CC(NCC1)CCOC)O